1-((4-bromo-2,6-difluorophenyl)amino)-2-methyl-1-oxopropan-2-yl acetate C(C)(=O)OC(C(=O)NC1=C(C=C(C=C1F)Br)F)(C)C